2-chloro-9-[[3,5-difluoro-4-[5-methoxy-3-(trifluoromethyl)pyrazol-1-yl]phenyl]methyl]-7H-purin-8-imine ClC1=NC=C2NC(N(C2=N1)CC1=CC(=C(C(=C1)F)N1N=C(C=C1OC)C(F)(F)F)F)=N